C1C(CC12CCNCC2)CN2CCN(CC2)C=2C=C1CN(C(C1=CC2)=O)[C@@H]2C(NC(CC2)=O)=O (3S)-3-[5-(4-{7-azaspiro[3.5]nonan-2-ylmethyl}piperazin-1-yl)-1-oxo-3H-isoindol-2-yl]piperidine-2,6-dione